(6-pentyl-1-oxa-4-azaspiro[4.4]non-3-yl)methanol tert-butyl-4-((1r,3r)-3-((5-bromopyridin-2-yl)oxy)cyclobutoxy)piperidine-1-carboxylate C(C)(C)(C)C1N(CCC(C1)OC1CC(C1)OC1=NC=C(C=C1)Br)C(=O)OCC1COC2(N1)C(CCC2)CCCCC